Cl.N[C@H](C(=O)O)CC1CCC1 (2S)-2-amino-3-cyclobutylpropanoic acid hydrochloride